ClC=1C=C(OC=2C=CC(=NC2)NC(=O)C2=NN(C(C=C2)=O)C)C=CC1F N-[5-(3-chloro-4-fluorophenoxy)pyridin-2-yl]-1-methyl-6-oxo-1,6-dihydropyridazine-3-carboxamide